[H-].C12CCCC(CCC1)B2.[Li+] lithium 9-borabicyclo[3.3.1]nonane hydride